COC1=CC=C(C=C1)C1=CN=C2N1C=CN=C2NC2=CC(=C(C=C2)S(=O)(=O)NCCOCCNC(OC(C)(C)C)=O)C tert-butyl (2-(2-(4-((3-(4-methoxyphenyl)imidazo[1,2-a]pyrazin-8-yl)amino)-2-methylphenylsulfonamido)ethoxy)ethyl)carbamate